8-methyl-2-oxo-7-(trifluoromethyl)-1,2-dihydroquinoline-3-carboxamide CC=1C(=CC=C2C=C(C(NC12)=O)C(=O)N)C(F)(F)F